4-[2-(3-ethyl-4-methyl-2-oxo-3-pyrroline-1-carboxamido)ethyl]-benzenesulfonamide C(C)C=1C(N(CC1C)C(=O)NCCC1=CC=C(C=C1)S(=O)(=O)N)=O